COC(=O)C1=CC=C2C=NN(C2=C1)CC1=CC=C(C=C1)Cl 1-(4-Chlorobenzyl)-1H-indazole-6-carboxylic acid methyl ester